O1CCOC12CCC(CC2)SCC2=NC1=C(C=CC(=C1C(N2)=O)F)C 2-((1,4-dioxaspiro[4.5]dec-8-ylthio)methyl)-5-fluoro-8-methylquinazolin-4(3H)-one